N(=[N+]=[N-])C1=C(C=C(C=C1C)C1=CC(=C(C(=C1)C)N=[N+]=[N-])C)C 4,4'-diazido-3,3',5,5'-tetramethyl-1,1'-biphenyl